FC(OC=1C=C(C=CC1F)C=1C=C2C(=NC1)C=NN2C[C@@H]2OCCC2)F |r| (RS)-6-[3-(Difluoromethoxy)-4-fluoro-phenyl]-1-(tetrahydrofuran-2-ylmethyl)pyrazolo[4,3-b]pyridine